2-METHYL-1-CYCLOHEXANECARBOXYLIC ACID CC1C(CCCC1)C(=O)O